racemic-[(trans-2-ethoxycarbonylcyclopropyl)]Potassium trifluoroborate B(F)(F)F.C(C)OC(=O)[C@H]1[C@@H](C1)[K] |r|